[1-[[[(1R)-1-[3-[(E)-(7-Chloroquinolin-2-yl)ethenyl]phenyl]-3-[2-(1-methylethenyl)phenyl]propyl]sulfanyl]methyl]cyclopropyl]acetic acid ClC1=CC=C2C=CC(=NC2=C1)/C=C/C=1C=C(C=CC1)[C@@H](CCC1=C(C=CC=C1)C(=C)C)SCC1(CC1)CC(=O)O